lactic acid, ammonium salt [NH4+].C(C(O)C)(=O)[O-]